C1=CC=CC=2C3=CC=CC=C3N(C12)C1=C(C(=C(C(=C1N1C2=CC=CC=C2C=2C=CC=CC12)N1C2=CC=CC=C2C=2C=CC=CC12)N1C2=CC=CC=C2C=2C=CC=CC12)C1=CC=C(C=C1)C1=NC(=NC(=N1)C1=CC=CC=C1)C1=CC=CC=C1)C#N (3s,4r,5r,6r)-3,4,5,6-tetra(9H-carbazol-9-yl)-4'-(4,6-diphenyl-1,3,5-triazin-2-yl)-[1,1'-biphenyl]-2-carbonitrile